ClC=1C=C(C=CC1)N(S(=O)(=O)C1CCN(CC1)C(=O)OC(C)(C)C)CC1=CC=C(C=C1)C(=O)OC tert-butyl 4-(N-(3-chlorophenyl)-N-(4-(methoxycarbonyl)benzyl)sulfamoyl)piperidine-1-carboxylate